C(=O)(O)C1=C(C=CC(=C1)C(=O)O)P(C1=CC=CC=C1)(C1=CC=CC=C1)=O 2,4-Dicarboxy-phenyldiphenylphosphin oxid